5-(8-((1S,2S)-2-(1-(trifluoromethyl)-1H-pyrazol-4-yl)cyclopropyl)imidazo[1,2-b]pyridazin-6-yl)pyrimidine-2,4(1H,3H)-dione FC(N1N=CC(=C1)[C@@H]1[C@H](C1)C=1C=2N(N=C(C1)C=1C(NC(NC1)=O)=O)C=CN2)(F)F